tert-butyl (R)-2-(2-(2-isopropylphenyl)-4-(3,4-dimethoxy benzyl) piperazin-1-yl)-7-azaspiro[3.5]Nonane-7-carboxylate C(C)(C)C1=C(C=CC=C1)[C@H]1N(CCN(C1)CC1=CC(=C(C=C1)OC)OC)C1CC2(C1)CCN(CC2)C(=O)OC(C)(C)C